N-((S)-2,6-dioxopiperidin-3-yl)-2-fluorobenzamide O=C1NC(CC[C@@H]1NC(C1=C(C=CC=C1)F)=O)=O